FC(C(=O)O)(F)F.FC=1C=2N(C=C(C1)NC(=O)C1=CC=C(C3=CN(N=C13)[C@@H]1C[C@@H](C1)OC)N1CCNCC1)C=C(N2)C Cis-N-(8-fluoro-2-methylimidazo[1,2-a]pyridin-6-yl)-2-((1s,3s)-3-methoxycyclobutyl)-4-(piperazin-1-yl)-2H-indazole-7-carboxamide 2,2,2-trifluoroacetate